1-(1-butoxyprop-1-en-2-yl)-3-(1-(3-ethoxypropoxy)prop-1-en-2-yl)benzene C(CCC)OC=C(C)C1=CC(=CC=C1)C(=COCCCOCC)C